N-(beta-aminoethyl)-beta-aminopropyl-tripropoxysilane NCCNC(C[Si](OCCC)(OCCC)OCCC)C